L-1-methyltryptophane CN1C=C(C[C@H](N)C(=O)O)C2=CC=CC=C12